4-(6-(6-((5-fluoro-6-methoxypyridin-3-yl)methyl)-3,6-diazabicyclo[3.1.1]heptan-3-yl)pyridin-3-yl)-6-(3-hydroxy-3-methylbut-1-yn-1-yl)pyrazolo[1,5-a]pyridine-3-carbonitrile FC=1C=C(C=NC1OC)CN1C2CN(CC1C2)C2=CC=C(C=N2)C=2C=1N(C=C(C2)C#CC(C)(C)O)N=CC1C#N